5'-Bromo-4'-chloro-2-phenylspiro[cyclopropane-1,3'-pyrrolo[2,3-b]pyridin]-ol BrC=1C(=C2C(=NC1)N=C(C21C(C1)C1=CC=CC=C1)O)Cl